Iminooxadiazinon N=COOP(=S)(OCC)OC1=NC(=NC(=C1)C)C(C)C